C(C(C(=O)O)O)C(=O)C(=O)O The molecule is an oxo dicarboxylic acid comprising glutaric acid having oxo- and hydroxy substituents at the 2- and 4-positions respectively. It derives from a glutaric acid. It is a conjugate acid of a 4-hydroxy-2-oxoglutarate(1-).